C(C(C)C)OC1=C(C=C(C=N1)B(O)O)C 6-ISOBUTOXY-5-METHYLPYRIDINE-3-BORONIC ACID